4-[4-(5-Cyclobutoxymethyl-thiophen-3-yl)-2,6-difluoro-phenoxy]-butyric acid ethyl ester C(C)OC(CCCOC1=C(C=C(C=C1F)C1=CSC(=C1)COC1CCC1)F)=O